ClC1=CC2=C(C=N1)C=C(N2COCC[Si](C)(C)C)C2=CN=CO2 5-(6-chloro-1-((2-(trimethylsilyl)ethoxy)methyl)-1H-pyrrolo[3,2-c]Pyridin-2-yl)oxazole